Cl.N[C@@H](COCC(CCl)O)C 1-((R)-2-amino-propoxy)-3-chloro-propan-2-ol hydrochloride